BrC=1C(=NN2C1C=CC(=C2)C(=O)OC)C methyl 3-bromo-2-methylpyrazolo[1,5-a]pyridine-6-carboxylate